CC1OC(CC(C1(C)C)(O)C)C 2,3,3,4,6-Pentamethyltetrahydro-2H-pyran-4-ol